BrC1=CC2=C(C=3N(CCO2)C=C(N3)N3C(COC[C@H]3C(F)F)=O)C=C1 (S)-4-(9-bromo-5,6-dihydrobenzo[f]imidazo[1,2-d][1,4]oxazepin-2-yl)-5-(difluoromethyl)morpholin-3-one